C1(CCCC1)C1=NC2=CC(=C(C=C2C(=N1)NC1CCOCC1)OC)OCCCN1CCCC1 2-cyclopentyl-6-methoxy-7-(3-(pyrrolidin-1-yl)propoxy)-N-(tetrahydro-2H-pyran-4-yl)quinazolin-4-amine